(2S)-N-{(1S)-1-cyano-2-[(3S,6S)-6-methyl-2-oxopiperidin-3-yl]ethyl}-4-methyl-2-(2-methyl-4-oxo-3,4-dihydro-5H-imidazo[4,5-c]pyridin-5-yl)pentanamide C(#N)[C@H](C[C@H]1C(N[C@H](CC1)C)=O)NC([C@H](CC(C)C)N1C(C2=C(C=C1)N=C(N2)C)=O)=O